2-[(3R)-3-methylmorpholine-4-yl]-4-(1-methyl-1H-pyrazol-5-yl)-8-(1H-pyrazol-5-yl)-1,7-naphthyridine C[C@H]1N(CCOC1)C1=NC2=C(N=CC=C2C(=C1)C1=CC=NN1C)C1=CC=NN1